6-(furan-3-yl)-1,2,3,4-tetrahydroisoquinoline O1C=C(C=C1)C=1C=C2CCNCC2=CC1